N,N'-diisopropylimidazolium hydroxide [OH-].C(C)(C)N1C=[N+](C=C1)C(C)C